(7-methyl-1,3-dihydroisobenzofuran-5-yl)methanol CC=1C=C(C=C2COCC12)CO